OC1=C(C=CC=C1)C=1OC2=C(N1)C=CC=C2 2-(2-hydroxyphenyl)benzoxazole